6-chloro-1-(2-isopropyl-4-methylpyridin-3-yl)pyrido[2,3-d]pyrimidine-2,4(1H,3H)-dione ClC1=CC2=C(N(C(NC2=O)=O)C=2C(=NC=CC2C)C(C)C)N=C1